CC1=C(C=CC(=C1)C)C1=NC=NC(=N1)C1=C(C=C(C=C1)C)C (E)-4,6-bis(2,4-dimethylphenyl)-1,3,5-triazine